2-methylamino-3,5-dichlorobenzoic acid methyl ester COC(C1=C(C(=CC(=C1)Cl)Cl)NC)=O